ClC1=NN2C(N=CC(=C2C2CC2)C(=O)O)=C1 2-chloro-7-cyclopropylpyrazolo[1,5-a]pyrimidine-6-carboxylic acid